FC=1C=NC(=NC1)C=1C=C(C=CC1C)NC(=O)N1C2CC(CC1(C2)C=2OC(=NN2)C)C N-(3-(5-fluoropyrimidin-2-yl)-4-methylphenyl)-3-methyl-1-(5-methyl-1,3,4-oxadiazol-2-yl)-6-azabicyclo[3.1.1]heptane-6-carboxamide